4-(tert-Butyl)-N-(3-(4-(4-methoxybenzyl)piperazin-1-yl)-3-oxopropyl)benzamide C(C)(C)(C)C1=CC=C(C(=O)NCCC(=O)N2CCN(CC2)CC2=CC=C(C=C2)OC)C=C1